4-(5-acetamido-3-fluoro-2-methoxyphenyl)butyric acid C(C)(=O)NC=1C=C(C(=C(C1)CCCC(=O)O)OC)F